C1(CCC1)C1C[C@H](N(CC1)CC1=C2C=CNC2=C(C=C1OC)C)C1=CC=C(C(=O)O)C=C1 4-((2S)-4-cyclobutyl-1-((5-methoxy-7-methyl-1H-indol-4-yl)methyl)piperidin-2-yl)benzoic acid